3-((1r,4r)-4-((3,5-dichloropyridin-2-yl)oxy)cyclohexyl)-2-oxo-2,3-dihydro-1H-benzo[d]imidazole-5-carboxylic acid ClC=1C(=NC=C(C1)Cl)OC1CCC(CC1)N1C(NC2=C1C=C(C=C2)C(=O)O)=O